BrC=1C(=NC(=CC1)N1CC(C1)(C)OC)C(=O)OC methyl 3-bromo-6-(3-methoxy-3-methylazetidin-1-yl)picolinate